tert-butyl (1R,5S)-1-(methoxymethyl)-3,8-diazabicyclo[3.2.1]octane-8-carboxylate COC[C@]12CNC[C@H](CC1)N2C(=O)OC(C)(C)C